ClC1=CC=CC=2N=C(SC21)C2=C(OC1(CCN(CC1)C(=O)[C@H]1CC(NC3=CC=CC=C13)=O)C(=O)O)C=CC=C2 4-[2-(7-chloro-1,3-benzothiazol-2-yl)phenoxy]-1-[(4S)-2-oxo-3,4-dihydro-1H-quinoline-4-carbonyl]piperidine-4-carboxylic acid